C(C)(C)(C)OC(=O)N1CC2N(C3=C(OC2)C=C(C(=C3)C=O)C(=O)O)CC1 3-(tert-butoxycarbonyl)-9-formyl-1,2,3,4,4a,5-hexahydrobenzo[b]pyrazino[1,2-d][1,4]oxazine-8-carboxylic acid